The molecule is a tetracyclic triterpenoid that is lanosta-7,9(11),24-triene which is substituted by hydroxy groups at positions 3 and 27. It has been isolated from several Ganoderma species. It has a role as a hepatoprotective agent, an antiviral agent and a fungal metabolite. It is a 3beta-sterol, a primary allylic alcohol and a tetracyclic triterpenoid. It derives from a hydride of a lanostane. C[C@H](CC/C=C(\\C)/CO)[C@H]1CC[C@@]2([C@@]1(CC=C3C2=CC[C@@H]4[C@@]3(CC[C@@H](C4(C)C)O)C)C)C